C(C1=CC=CC=C1)C1CC(=NO1)COCC1=CC(=NC=C1)C 5-benzyl-3-(((2-methylpyridin-4-yl)methoxy)methyl)-4,5-dihydroisoxazole